3-(1H-benzo[d]imidazol-2-yl)-3'-methyl-4-pentyl-[1,1'-biphenyl]-2,6-diol N1C(=NC2=C1C=CC=C2)C2=C(C(=C(C=C2CCCCC)O)C2=CC(=CC=C2)C)O